tert-butyl(((2S)-2-(2-(3,3-dimethyloxiran-2-yl)ethyl)-2,5,7,8-tetramethyl-chroman-6-yl)oxy)dimethylsilane C(C)(C)(C)[Si](C)(C)OC=1C(=C2CC[C@@](OC2=C(C1C)C)(C)CCC1OC1(C)C)C